1-(2-bromo-4-nitrophenyl)cyclopropan-1-amine BrC1=C(C=CC(=C1)[N+](=O)[O-])C1(CC1)N